C(#C)C1=NN(C=2C(N(CCC21)CC2(CC2)S(=O)(=O)C(CO[Si](C(C)C)(C(C)C)C(C)C)(C)C)=O)C 3-ethynyl-1-methyl-6-((1-((2-methyl-1-((triisopropylsilyl)oxy)propan-2-yl)sulfonyl)cyclopropyl)methyl)-5,6-dihydro-1H-pyrazolo[3,4-c]pyridin-7(4H)-one